5-amino-6-(((1S,3S)-3-((5-(difluoromethoxy)pyrimidin-2-yl)amino)cyclopentyl)amino)-2H-[1,3'-bipyridyl]-2-one NC=1C=CC(N(C1N[C@@H]1C[C@H](CC1)NC1=NC=C(C=N1)OC(F)F)C=1C=NC=CC1)=O